2,4-dimethyl-5-(3-nitrophenyl)-2H-1,2,3-triazole CN1N=C(C(=N1)C)C1=CC(=CC=C1)[N+](=O)[O-]